1-[(3S)-4-(3-fluorophenyl)-3-methyl-piperazin-1-yl]pentane-1,4-dione FC=1C=C(C=CC1)N1[C@H](CN(CC1)C(CCC(C)=O)=O)C